2-[4-(difluoromethyl)phenyl]ethan-1-ol FC(C1=CC=C(C=C1)CCO)F